(R)-1-(1-acetylpiperidin-3-yl)-1-methyl-3-((6-(thiazol-5-ylmethoxy)-1H-indol-2-yl)methyl)urea C(C)(=O)N1C[C@@H](CCC1)N(C(=O)NCC=1NC2=CC(=CC=C2C1)OCC1=CN=CS1)C